tert-butyl N-[(3S)-1-[4-chloro-6-(morpholin-4-yl)pyridin-2-yl]-5-oxopyrrolidin-3-yl]carbamate ClC1=CC(=NC(=C1)N1CCOCC1)N1C[C@H](CC1=O)NC(OC(C)(C)C)=O